FC=1C=CC(=C(OC2CCN(CC2)C(=O)NC2=NN(C(C=C2)=O)C)C1)C(F)(F)F 4-(5-fluoro-2-(trifluoromethyl)phenoxy)-N-(1-methyl-6-oxo-1,6-dihydropyridazin-3-yl)piperidine-1-carboxamide